C(C)[C@]1(C(NC(N1)=O)=O)C1=CC=C(C=C1)C (R)-5-ethyl-5-(p-tolyl)imidazolidine-2,4-dione